(S)-6-(tert-butoxymethyl)-2,2-dimethyl-4,7,10,13,16-pentaoxo-3-oxa-5,8,11,14,17-pentaazanonadecane-19-thioic S-acid C(C)(C)(C)OC[C@H](NC(OC(C)(C)C)=O)C(NCC(NCC(NCC(NCC(S)=O)=O)=O)=O)=O